mono-(β-hydroxyethyl) terephthalate C(C1=CC=C(C(=O)[O-])C=C1)(=O)OCCO